ClC=1C(N(C(=C(C1C1=CC=CC=C1)C1=CC=CC=C1)Cl)C)=O 3,6-dichloro-1-methyl-4,5-diphenyl-2(1H)-pyridone